methyl N-(4-hydroxybutanoyl)-D-phenylalaninate OCCCC(=O)N[C@H](CC1=CC=CC=C1)C(=O)OC